(6Z,16Z)-12-((Z)-dec-4-en-1-yl)docosa-6,16-dien-11-yl (3-(1-methylazetidin-3-yl)propyl)carbamothioate CN1CC(C1)CCCNC(OC(CCC\C=C/CCCCC)C(CCC\C=C/CCCCC)CCC\C=C/CCCCC)=S